ethyl 3-(N-(2,5-dichloropyridin-4-yl)-3-ethoxy-3-oxopropanamido)-3-methylbutanoate ClC1=NC=C(C(=C1)N(C(CC(=O)OCC)=O)C(CC(=O)OCC)(C)C)Cl